C(C)OCCNC=1C2=C(N=CN1)NC=C2C2=CC1=CC=C(C=C1C=C2)OC(C)C 4-(2-ethoxyethylamino)-5-(6-isopropoxynaphthalen-2-yl)-7H-pyrrolo[2,3-d]pyrimidin